CN([C@H]1[C@@H](CCCC1)N)C (1R,2R)-N,N-dimethylcyclohexane-1,2-diamine